C(C)(C)(C)OC(CC(C1=CC(=C(C=C1)OC)F)C1=NN(C(=C1)CCCC1=NC2=NC=CC=C2C=C1)COCC[Si](C)(C)C)=O 3-(5-(3-(1,8-naphthyridin-2-yl)propyl)-1-((2-(trimethylsilyl)ethoxy)-methyl)-1H-pyrazol-3-yl)-3-(3-fluoro-4-methoxyphenyl)propionic acid tert-butyl ester